4-bromo-5-(bromomethyl)-3-(prop-2-yl)-1H-pyrazole BrC=1C(=NNC1CBr)C(C)C